NC1=NC=NN2C1=C(C=C2C=2C(=CC(=C(C(=O)N[C@@H]1CN(C[C@@H]1F)C(=O)C1CC(C1)(F)F)C2)OC)F)CN2CCC(CC2)(F)F 5-{4-amino-5-[(4,4-difluoropiperidin-1-yl)methyl]pyrrolo[2,1-f][1,2,4]triazin-7-yl}-N-[(3R,4S)-1-(3,3-difluorocyclobutanecarbonyl)-4-fluoropyrrolidin-3-yl]-4-fluoro-2-methoxybenzamide